((1-(4-(methoxycarbonyl)phenyl)cyclopropyl)carbamoyl)tert-butyl 6-azaspiro[2.5]octane-6-carboxylate C1CC12CCN(CC2)C(=O)OC(CC(NC2(CC2)C2=CC=C(C=C2)C(=O)OC)=O)(C)C